N1C(C=CC=C1)=S pyridine-2(1H)-thione